(diphenyl-methyl)amine C1(=CC=CC=C1)C(C1=CC=CC=C1)N